CC(C[C@H](COC1=NC(=NC(=C1)C1=C(C=CC=C1C)C)NS(=O)(=O)C=1C=C(C(=O)O)C=CC1)NC1CC2(C1)NC(OC2)=O)(C)C 3-[[4-[(2R)-4,4-dimethyl-2-[(6-oxo-7-oxa-5-azaspiro[3.4]octan-2-yl)amino]pentoxy]-6-(2,6-dimethylphenyl)pyrimidin-2-yl]sulfamoyl]benzoic acid